BrC=1C=C(C=CC1)N1CCC(CC1)C(=O)OC(C)(C)C Tert-butyl 1-(3-bromophenyl)piperidine-4-carboxylate